3-phenyl-hydroquinone C1(=CC=CC=C1)C=1C=C(O)C=CC1O